ClC=1N=C(N2N=C(N=CC21)N[C@@H]2[C@@H](CN(CC2)S(=O)(=O)C)O)C2(CCC2)CC (3R,4S)-4-{[5-chloro-7-(1-ethylcyclobutyl)imidazo[4,3-f][1,2,4]triazin-2-yl]amino}-1-methanesulfonylpiperidin-3-ol